[N+](=O)(O)[O-].CC1(N=NC(=C1)C)C(=N)N 3,5-dimethyl-1-pyrazolyl-formamidine nitrate